C1(=CC=CC=C1)C1=CC=C(C(=N1)C(=O)N)N1C[C@@H](CC1)OC1=NC=C(C=C1)C(F)(F)F (R)-6-phenyl-3-(3-(5-(trifluoromethyl)pyridin-2-yloxy)pyrrolidin-1-yl)picolinamide